CCCCC/C=C\C=C/C(=O)O 2z,4z-decadienoic acid